C(C=C)N1N(C2=NC(=CC=C2C1=O)NC1=NC=C(C(=C1)N[C@H](CO)C1=CC=CC=C1)C1=NC(=NO1)C12CCN(CC1)CC2)C(C)C (S)-2-allyl-6-((4-((2-hydroxy-1-phenylethyl)amino)-5-(3-(quinuclidin-4-yl)-1,2,4-oxadiazol-5-yl)pyridin-2-yl)amino)-1-isopropyl-1,2-dihydro-3H-pyrazolo[3,4-b]pyridin-3-one